CC1=CN=C2C[C@H](CNC2=C1)[C@H](N)C1=CC=CC=C1 (1S)-1-[(3R)-7-methyl-1,2,3,4-tetrahydro-1,5-naphthyridin-3-yl]-1-phenylmethanamine